ClC1=CC=C2C(=CC(=NC2=C1Cl)N1CC(N(CC1)C)C(=O)OC)N1C=NC=C1 methyl 4-(7,8-dichloro-4-(1H-imidazol-1-yl)quinolin-2-yl)-1-methylpiperazine-2-carboxylate